FC(CN1C(=NC2=C1C=C(C=C2F)C2=CNC=1N=C(N=CC12)NC1CC(C1)(C)NC(C)=O)C)F N-((1r,3r)-3-((5-(1-(2,2-difluoroethyl)-4-fluoro-2-methyl-1H-benzo[d]imidazol-6-yl)-7H-pyrrolo[2,3-d]pyrimidin-2-yl)amino)-1-methylcyclobutyl)acetamide